O1COC2=C1C=CC(=C2)N2C(=C(C=C2C)C2=NC=1C(=NC=C(C1N[C@@H]1CN(CC1)S(=O)(=O)CC)Br)N2)C (S)-2-(1-(benzo[d][1,3]dioxole-5-yl)-2,5-dimethyl-1H-pyrrol-3-yl)-6-bromo-N-(1-(ethylsulfonyl)pyrrolidin-3-yl)-3H-imidazo[4,5-b]pyridin-7-amin